2-(5,5-dimethyl-4H-isoxazol-3-yl)-1,3-dimethyl-isothiourea hydrochloride Cl.CC1(CC(=NO1)SC(NC)=NC)C